ClC=1N(N=C2C1N(C(N=C2N2[C@H](CN([C@@H](C2)C)[C@H](C)C=2C=C1N=CC=NC1=CC2)C)=O)C)CC#N 2-(3-chloro-7-((2S,5R)-2,5-dimethyl-4-((R)-1-(quinoxalin-6-yl)ethyl)piperazine-1-yl)-4-methyl-5-oxo-4,5-dihydro-2H-pyrazolo[4,3-d]Pyrimidin-2-yl)acetonitrile